2-(6-((4-bromophenoxy)methyl)pyridin-3-yl)-5-(difluoromethyl)-1,3,4-oxadiazole BrC1=CC=C(OCC2=CC=C(C=N2)C=2OC(=NN2)C(F)F)C=C1